3-(5-((1-benzhydryl-azetidin-3-yl)methyl)-1-oxoisoindolin-2-yl)piperidine-2,6-dione C(C1=CC=CC=C1)(C1=CC=CC=C1)N1CC(C1)CC=1C=C2CN(C(C2=CC1)=O)C1C(NC(CC1)=O)=O